The molecule is a quercetin O-glucoside that is the 2''-acetyl derivative of petiolaroside. Isolated from the aerial parts of Delphinium staphisagria, it exhibits trypanocidal activity. It has a role as a metabolite, a trypanocidal drug and a plant metabolite. It is a beta-D-glucoside, a quercetin O-glucoside, a trihydroxyflavone and an acetate ester. It derives from an alpha-L-rhamnopyranose and a petiolaroside. C[C@H]1[C@@H]([C@H]([C@H]([C@@H](O1)OC2=CC(=C3C(=C2)OC(=C(C3=O)O[C@H]4[C@@H]([C@H]([C@@H]([C@H](O4)CO)O)O)OC(=O)C)C5=CC(=C(C=C5)O)O)O)O)O)O